COC(=O)N[C@H](C(=O)N[C@@H](CC1=CC=C(C=C1)NS(=O)(=O)O)C=1SC2=C(N1)CCCC2)CC2=CC=CC=C2 4-{(S)-2-[(S)-2-(methoxycarbonylamino)-3-phenylpropionylamino]-2-(4,5,6,7-tetrahydrobenzo[d]thiazol-2-yl)ethyl}phenylaminosulfonic acid